{1-(1-{[4-[(dimethylamino)methyl]-6-(trifluoromethyl)pyridin-2-yl]carbonyl}piperidin-4-yl)-3-[4-(7H-pyrrolo[2,3-d]pyrimidin-4-yl)-1H-pyrazol-1-yl]azetidin-3-yl}acetonitrile CN(C)CC1=CC(=NC(=C1)C(F)(F)F)C(=O)N1CCC(CC1)N1CC(C1)(N1N=CC(=C1)C=1C2=C(N=CN1)NC=C2)CC#N